OC1CN2CCC([C@@]2(C1)C(=O)OCC)=C ethyl (7aS)-6-hydroxyl-1-methylenetetrahydro-1H-pyrrolizin-7a(5H)-carboxylate